3-cyclohexylaminopropionitrile C1(CCCCC1)NCCC#N